ClC1=CC2=CN(C=C2C=C1)C1=NC2=C(C=C(C=C2C(N1C)=O)C)C(C)NC1=C(C(=O)O)C=CC=C1 ((1-(2-(5-chloroisoindol-2-yl)-3,6-dimethyl-4-oxo-3,4-dihydroquinazolin-8-yl)ethyl)amino)benzoic acid